C(C)NS(=O)(=O)C1=C(C=CC(=C1)NC=1OC=NN1)C1=CN=C(S1)[C@@H]1CC[C@H](CC1)NC(OC(C)C)=O isopropyl trans-N-[4-[5-[2-(ethylsulfamoyl)-4-[(1,3,4-oxadiazol-2-yl)amino]phenyl]thiazol-2-yl]cyclohexyl]carbamate